CC1=CC=C(C=C1)S(=O)(=O)NC1=CC(=CC(=C1)OC)OC 4-methyl-N-(3,5-dimethoxyphenyl)benzenesulfonamide